CC=1C=NC=CC1NC(=O)C1CCN(CC1)C(=O)C1=NNC(=C1)C1=CC=NC=C1 N-(3-methylpyridin-4-yl)-1-[5-(pyridin-4-yl)-1H-pyrazole-3-carbonyl]piperidine-4-carboxamide